N1(CCC2=CC=CC=C12)C(=O)C1=CC(=C(C(=C1)OC)OC)OC indolin-1-yl-(3,4,5-trimethoxyphenyl)methanone